monohydroxyethylene glycol OC(CO)O